FC(C1=NC=CC=C1C(=O)NC1=C2C(CC(C2=CC=C1)(C)C)CC)F 2-(difluoromethyl)-N-(3-ethyl-1,1-dimethyl-indan-4-yl)pyridine-3-carboxamide